C1(=CC=CC=C1)[Mn](C1=CC=CC=C1)(C1=CC=CC=C1)C1=CC=CC=C1 tetraphenylmanganese